CC1NC2=C(C=C(C=C2NC1=O)C(=O)OC)OC(F)(F)F methyl 2-methyl-3-oxo-8-(trifluoromethoxy)-1,2,3,4-tetrahydroquinoxaline-6-carboxylate